COC=1C=C(C=NC1NC1=NNC2=CC(=CC=C12)[C@@H]1C[C@@]12C(NC1=CC=C(C=C21)OC)=O)S(=O)(=O)N(C2(COC2)C)C 5-methoxy-6-({6-[(1R,2S)-5'-methoxy-2'-oxo-1',2'-dihydrospiro[cyclopropane-1,3'-indol]-2-yl]-1H-indazol-3-yl}amino)-N-methyl-N-(3-methyloxetan-3-yl)pyridine-3-sulfonamide